tert-butyl (3-(2-fluoro-[1,1'-biphenyl]-3-yl)-1-(methoxy(methyl)amino)-1-oxopropan-2-yl)carbamate FC1=C(C=CC=C1CC(C(=O)N(C)OC)NC(OC(C)(C)C)=O)C1=CC=CC=C1